CS(=O)(=O)[O-].CS(=O)(=O)[O-].C[NH+](C=1C=CC=2NC3=CC=C(C=C3SC2C1)[NH+](C)C)C N,N,N',N'-tetramethyl-10H-phenothiazine-3,7-diaminium bis(methanesulphonate)